CC1=NSC(=C1)C(=O)OCCCN1N=C(C=2C(NCC3(CCOCC3)CC21)=O)CC 3-(3-ethyl-4-oxo-spiro[6,8-dihydro-5H-pyrazolo[4,3-c]azepine-7,4'-tetrahydropyran]-1-yl)propyl 3-methylisothiazole-5-carboxylate